1-(beta-D-ribofuranosyl)-4-amino-1,3,5-triazine [C@@H]1([C@H](O)[C@H](O)[C@H](O1)CO)N1CN=C(N=C1)N